methyl 4-((4-(2-cyanoacetoxy)-2-methylcyclohexyl)(methyl)amino)-1H-pyrrolo[2,3-b]pyridine-5-carboxylate C(#N)CC(=O)OC1CC(C(CC1)N(C1=C2C(=NC=C1C(=O)OC)NC=C2)C)C